2-oxo-7-propyl-1,2-dihydroquinoline-3-carboxylic acid pentafluorophenyl ester FC1=C(C(=C(C(=C1OC(=O)C=1C(NC2=CC(=CC=C2C1)CCC)=O)F)F)F)F